6-(5-bromo-3-methoxypyridin-2-yl)-5-(3-fluoro-4-((6-methylpyridin-2-yl)oxy)phenyl)-5H-pyrrolo[3,2-d]pyrimidin-4-amine BrC=1C=C(C(=NC1)C1=CC=2N=CN=C(C2N1C1=CC(=C(C=C1)OC1=NC(=CC=C1)C)F)N)OC